COC(C1=CC(=CC(=C1)C=1SC(=CN1)C)OCC12OCC(N(C1)C(C)C)C2)=O 3-[(5-isopropyl-2-oxa-5-azabicyclo[2.2.1]hept-1-yl)methoxy]-5-(5-methyl-1,3-thiazol-2-yl)benzoic acid methyl ester